S1C(=CC2=C1C=CC=C2)C2(CCN(CC2)C2=C(C(N(C1=CC=CC=C21)C)=O)C#N)C 4-[4-(1-benzothiophen-2-yl)-4-methylpiperidin-1-yl]-1-methyl-2-oxo-1,2-dihydroquinoline-3-carbonitrile